C(C)(C)(C)OC(NC1CC(CCC1)C1=C2C(=C(NC2=C(C(=C1F)F)C(N)=O)C)C#N)=O (3-(7-carbamoyl-3-cyano-5,6-difluoro-2-methyl-1H-indol-4-yl)cyclohexyl)carbamic acid tert-butyl ester